2-[2-(ethoxymethyl)-5,7-dihydro-4H-thieno[2,3-c]pyridin-6-yl]ethylamine C(C)OCC1=CC2=C(CN(CC2)CCN)S1